C(#N)C1=C(C=CC=C1)C(C(C)C=1N(C(C(=C(N1)C(=O)NC=1C=NOC1)O)=O)C)C=1C=NN(C1)C(F)F 2-(1-(2-cyanophenyl)-1-(1-(difluoromethyl)-1H-pyrazol-4-yl)propan-2-yl)-5-hydroxy-N-(isoxazol-4-yl)-1-methyl-6-oxo-1,6-dihydropyrimidine-4-carboxamide